2-(3-(2-(2-aminoethoxy)ethoxy)propanamido)-N-(5-methyl-4-(piperidin-4-yl)thiazol-2-yl)benzamide NCCOCCOCCC(=O)NC1=C(C(=O)NC=2SC(=C(N2)C2CCNCC2)C)C=CC=C1